cis-(4-methoxyphenyl)-4-(4-methoxyphenyl)-7-methoxy-8-methylchroman-7-ol COC1=CC=C(C=C1)[C@@H]1OC2=C(C(CC=C2[C@@H](C1)C1=CC=C(C=C1)OC)(O)OC)C